6-chloro-4-methoxypyridazin-3-amine ClC1=CC(=C(N=N1)N)OC